(2-fluoro-6-(pyrrolidin-1-yl)pyridin-3-yl)boronic acid FC1=NC(=CC=C1B(O)O)N1CCCC1